FC(C1=CC=C(C=C1)C=CC(CC)=O)(F)F 1-(4-(tri-fluoromethyl)phenyl)pent-1-en-3-one